The molecule is a cationic sphingoid obtained by the protonation of the amino group of sphinga-4E,14Z-dienine; major species at pH 7.3. It is a conjugate acid of a sphinga-4E,14Z-dienine. CCC/C=C\\CCCCCCCC/C=C/[C@H]([C@H](CO)[NH3+])O